O=C1N(C(C=C1)=O)C1=CC=C(C(=O)OC2=C(C(=C(C(=C2F)F)F)F)F)C=C1 perfluorophenyl 4-(2,5-dioxo-2,5-dihydro-1H-pyrrol-1-yl)benzoate